P(OCC)(OCC)=O.P(OCC)(OCC)=O tetraethyl bisphosphonate